(R)-N-Ethyl-6-methoxy-N-(2,2,2-trifluoro-1-(4-fluorophenyl)ethyl)pyridazine-4-sulfonamide C(C)N(S(=O)(=O)C1=CN=NC(=C1)OC)[C@@H](C(F)(F)F)C1=CC=C(C=C1)F